[6-(3-cyclopropyl-1H-pyrazol-5-yl)-2-azaspiro[3.3]heptan-2-yl]-[6-[[4-(trifluoromethyl)triazol-1-yl]methyl]-2-azaspiro[3.3]heptan-2-yl]methanone C1(CC1)C1=NNC(=C1)C1CC2(CN(C2)C(=O)N2CC3(C2)CC(C3)CN3N=NC(=C3)C(F)(F)F)C1